3-(6-(Chloromethyl)-5-fluoropyridin-3-yl)piperidine-2,6-dione ClCC1=C(C=C(C=N1)C1C(NC(CC1)=O)=O)F